bis-[4-(p-xylenesulfonyloxy)phenyl]urea C1(CC=C(C=C1)C)(C)S(=O)(=O)OC1=CC=C(C=C1)NC(NC1=CC=C(C=C1)OS(=O)(=O)C1(CC=C(C=C1)C)C)=O